N-ethyl-N-(4-pyridylmethyl)-2-[2-(4-chlorophenyl)-6-methyl-imidazo[1,2-a]pyridin-3-yl]-acetamide C(C)N(C(CC1=C(N=C2N1C=C(C=C2)C)C2=CC=C(C=C2)Cl)=O)CC2=CC=NC=C2